C(C)(C)[GeH](N(CC)CC)C(C)C Diisopropyl-(diethylamino)germanium hydride